(S)-4-[2-(4-ethylthiazol-2-yl)-2-(4-oxo-4-phenylbutylamino)ethyl]-phenylaminosulfonic acid C(C)C=1N=C(SC1)[C@H](CC1=CC=C(C=C1)NS(=O)(=O)O)NCCCC(C1=CC=CC=C1)=O